(R)-1-Methyl-4-((2-(trifluoromethyl)phenyl)sulfonyl)piperazine-2-carboxylic acid CN1[C@H](CN(CC1)S(=O)(=O)C1=C(C=CC=C1)C(F)(F)F)C(=O)O